CN(CCCOC1=CC=C(C=C1)C1=CC=C2N=CC=3N(C2=C1)C(=NC3)C3CCOCC3)C N,N-dimethyl-3-(4-(1-(tetrahydro-2H-pyran-4-yl)imidazo[1,5-a]quinoxalin-8-yl)phenoxy)propan-1-amine